1-chloro-3,6-nonadiene ClCCC=CCC=CCC